C(C)N1CCN(CC1)C1=C(C=C(C=C1)C(=O)N1CCC(CC1)C1=CC=C(C=C1)OC=1N=NC(=CC1)C(F)(F)F)NS(=O)(=O)CC1=CC=C(C=C1)C(F)(F)F N-(2-(4-ethylpiperazin-1-yl)-5-(4-(4-((6-(trifluoromethyl)pyridazin-3-yl)oxy)phenyl)-piperidine-1-carbonyl)phenyl)-1-(4-(trifluoromethyl)phenyl)methanesulfonamide